OC=1C=C(C(CNC)O)C=CC1O 3,4-dihydroxy-alpha-((methylamino)methyl)benzyl alcohol